(R)-4-(2-chloro-4-fluorophenyl)-7-((1-(1-imino-1-oxido-1λ6-thiomorpholino)-1-oxopropan-2-yl)oxy)isoquinolin-1(2H)-one ClC1=C(C=CC(=C1)F)C1=CNC(C2=CC(=CC=C12)O[C@@H](C(=O)N1CCS(CC1)(=O)=N)C)=O